2,2-Bis(3,5-dimethyl-4-hydroxyphenyl)propan CC=1C=C(C=C(C1O)C)C(C)(C)C1=CC(=C(C(=C1)C)O)C